N1(CCC1)C=1C=C(C=CC1)C=1C(=NN(C1)[C@@H]1C[C@H](C1)CNC=1C=C2C(N(C(C2=CC1)=O)C1C(NC(CC1)=O)=O)=O)C1CC1 5-(((Trans-3-(4-(3-(azetidin-1-yl)phenyl)-3-cyclopropyl-1H-pyrazol-1-yl)cyclobutyl)methyl)amino)-2-(2,6-dioxopiperidin-3-yl)isoindoline-1,3-dione